(R,E)-3-methyl-4-(7-(2-(Pyridin-2-yl)ethenyl)-2-(1H-pyrrolo[2,3-b]pyridin-4-yl)thieno[3,2-d]pyrimidin-4-yl)Morpholine C[C@H]1N(CCOC1)C=1C2=C(N=C(N1)C1=C3C(=NC=C1)NC=C3)C(=CS2)\C=C\C2=NC=CC=C2